5-(hydroxymethyl)-3-phenyloxazolidin-2-one OCC1CN(C(O1)=O)C1=CC=CC=C1